ClC=1C(=CC(=NC1)C)C1=CC(=NN1)C(=O)N1CCC(CC1)C(=O)OC Methyl 1-[5-(5-chloro-2-methylpyridin-4-yl)-1H-pyrazole-3-carbonyl]piperidine-4-carboxylate